2-(1-hexynyl)-N-methyladenosine C(#CCCCC)C=1N=C(C=2N=CN([C@H]3[C@H](O)[C@H](O)[C@@H](CO)O3)C2N1)NC